N1(CCCC1)C=1C=C(C=CC1)O 3-(pyrrolidin-1-yl)phenol